2-amino-3-methyl-6-(2-methyl-2-(pyrimidin-2-yl)-1-((5-(trifluoromethyl)pyridin-2-yl)methyl)hydrazine-1-carbonyl)quinoline 1-oxide NC1=[N+](C2=CC=C(C=C2C=C1C)C(=O)N(N(C1=NC=CC=N1)C)CC1=NC=C(C=C1)C(F)(F)F)[O-]